isopropyl (R)-2-amino-2-(4-(1-cyclopropyl-1H-1,2,3-triazol-4-yl)-3-fluorophenyl)-4,4-dimethylpentanoate N[C@](C(=O)OC(C)C)(CC(C)(C)C)C1=CC(=C(C=C1)C=1N=NN(C1)C1CC1)F